FC1=CC=2N(C=C1)C(=CN2)C=2C1=C(C(=NC2)NC2=CC=C(C=C2)N2CC(CCC2)C(C)(C)O)C(NC1)=O 7-(7-fluoroimidazo[1,2-a]pyridin-3-yl)-4-((4-(3-(2-hydroxypropan-2-yl)piperidin-1-yl)phenyl)amino)-1,2-dihydro-3H-pyrrolo[3,4-c]pyridin-3-one